3-(3-(((S)-8-bromo-2-methyl-2,3-dihydrobenzo[f][1,4]oxazepin-4(5H)-yl)methyl)-4-methylphenyl)-3-(1,4-dimethyl-1H-benzo[d][1,2,3]triazol-5-yl)propanoic acid, formic acid salt C(=O)O.BrC1=CC2=C(CN(C[C@@H](O2)C)CC=2C=C(C=CC2C)C(CC(=O)O)C2=C(C3=C(N(N=N3)C)C=C2)C)C=C1